l-cysteic acid N[C@@H](CS(=O)(O)=O)C(=O)O